2-(2-((4-(((1,1,1,3,3,3-hexafluoropropan-2-yl)oxy)carbonyl)piperazin-1-yl)methyl)-5-(trifluoromethyl)phenoxy)-2-methylpropanoic acid hydrate O.FC(C(C(F)(F)F)OC(=O)N1CCN(CC1)CC1=C(OC(C(=O)O)(C)C)C=C(C=C1)C(F)(F)F)(F)F